6-[4-[acetyl(3,3,3-trifluoropropyl)amino]-3-methyl-phenyl]-N-(3-pyridyl-methyl)pyridine-3-carboxamide C(C)(=O)N(C1=C(C=C(C=C1)C1=CC=C(C=N1)C(=O)NCC=1C=NC=CC1)C)CCC(F)(F)F